COC(=O)C1=CC2=C(NC(=N2)CCP(=O)(O)C2=CC=CC=C2)C=C1 2-(5-methoxycarbonyl-1H-benzimidazole-2-yl)ethyl-phenyl-hypophosphorous acid